NC1=C(C=2C(=NC(=C3C2OC(=C3)C)C)N1C1=C(C(=CC=C1C)O)C)C(=O)N 7-amino-6-(3-hydroxy-2,6-dimethylphenyl)-2,4-dimethylfuro[2,3-d]pyrrolo[2,3-b]pyridine-8-carboxamide